8-[2-[1-[3-(2,4-dioxohexahydropyrimidin-1-yl)-5-fluoro-1-methyl-indazol-6-yl]-4-hydroxy-4-piperidyl]acetyl]-1-oxa-8-azaspiro[4.5]decane O=C1N(CCC(N1)=O)C1=NN(C2=CC(=C(C=C12)F)N1CCC(CC1)(O)CC(=O)N1CCC2(CCCO2)CC1)C